CC(C(=C)C)=C dimethyl-butadiene